S-((2-methyl-2H-tetrazol-5-yl) methyl) thioacetate C(C)(=O)SCC=1N=NN(N1)C